7-[[3-[(3R)-3-hydroxybutyl]-1-methyl-2-oxo-benzoimidazol-5-yl]amino]pyrazolo[1,5-a]pyrimidine-5-carboxylic acid ethyl ester C(C)OC(=O)C1=NC=2N(C(=C1)NC1=CC3=C(N(C(N3CC[C@@H](C)O)=O)C)C=C1)N=CC2